FC=1C=CC(=NC1)N1C(C(=CC=2C(CCCC12)=O)C(=O)N)=O 1-(5-fluoropyridin-2-yl)-2,5-dioxo-1,2,5,6,7,8-hexahydroquinoline-3-carboxamide